4-bromo-6-isopropoxybenzo[b]thiophene-2-carboxylic acid methyl ester COC(=O)C1=CC2=C(S1)C=C(C=C2Br)OC(C)C